NC1=C(C(=NC=N1)N1CC(CCC1)N1C(C(CCC1)NC1=C(C=CC=C1)S(=O)(=O)C1=CC=CC=C1)=O)F 1'-(6-amino-5-fluoropyrimidin-4-yl)-3-(2-(phenylsulfonyl)phenylamino)-1,3'-bipiperidin-2-one